BrC=1C=C(C=2N(C1)C(=CN2)SC(F)(F)F)C(=O)O 6-bromo-3-(trifluoromethylsulfanyl)imidazo[1,2-a]pyridine-8-carboxylic acid